N-(4-hydroxybenzyl)maleimide OC1=CC=C(CN2C(C=CC2=O)=O)C=C1